1-(methylsulfonylmethyl)-4-(4,4,5,5-tetramethyl-1,3,2-dioxaborolan-2-yl)pyrazole CS(=O)(=O)CN1N=CC(=C1)B1OC(C(O1)(C)C)(C)C